(S)-N-(1-(1-(4-fluorophenyl)-6-methyl-1H-indazol-5-yl)pyrrolidin-3-yl)-N-methyl-1-propyl-1H-pyrazole-4-sulfonamide FC1=CC=C(C=C1)N1N=CC2=CC(=C(C=C12)C)N1C[C@H](CC1)N(S(=O)(=O)C=1C=NN(C1)CCC)C